4-(2-chlorophenyl)-2-(2,4-dichlorobenzyl)imidazole ClC1=C(C=CC=C1)C=1N=C(NC1)CC1=C(C=C(C=C1)Cl)Cl